N1(CCC1)CC(C)(C)NC(C1=CC=C(C=C1)C1CC2(CC(C2)C#N)CCN1CC1=C2C=CNC2=C(C=C1OC)C)=O N-(1-(azetidin-1-yl)-2-methylpropan-2-yl)-4-(2-cyano-7-((5-methoxy-7-methyl-1H-indol-4-yl)methyl)-7-azaspiro[3.5]nonan-6-yl)benzamide